FC1=C(C=CC=C1)N1N=NC(=C1)C(CC)N1C=C(C2=C1N=CN=C2N)C=2C(=NC=C(C2)F)OC 7-{1-[1-(2-Fluorophenyl)-1H-1,2,3-triazol-4-yl]propyl}-5-(5-fluoro-2-methoxypyridin-3-yl)-7H-pyrrolo[2,3-d]pyrimidin-4-amine